C(C)(C)[C@H]1CC[C@H](CC1)OC[C@@H]1N(CCC[C@@H]1NS(=O)(=O)C)C(=O)C1CCOCC1 N-(cis-2-(((cis-4-isopropylcyclohexyl)oxy)methyl)-1-(tetrahydro-2H-pyran-4-ylcarbonyl)piperidin-3-yl)methanesulfonamide